O[C@@H]1[C@H]2CC[C@@H](CC1=O)O2 |o1:1,2,5| (1R*,2R*,5S*)-2-hydroxy-8-oxabicyclo[3.2.1]octan-3-one